C(C)(C)O[Ti](OC(C)C)(OC(C)C)OC(C)C tetraisopropyl-oxytitanium